tert-butyl (2S,4S)-2-(hydroxymethyl)-4-(pyridin-2-yl)pyrrolidine-1-carboxylate OC[C@H]1N(C[C@H](C1)C1=NC=CC=C1)C(=O)OC(C)(C)C